[2,3'-bipyridine]-5-ylmethylamine N1=C(C=CC(=C1)CN)C=1C=NC=CC1